6-(2-((5-(4-cyclopropylpiperazin-1-yl)-2-(trifluoromethoxy)phenyl)amino)-5-fluoropyrimidin-4-yl)-3,3-dimethylisoindol-1-one C1(CC1)N1CCN(CC1)C=1C=CC(=C(C1)NC1=NC=C(C(=N1)C1=CC=C2C(NC(C2=C1)=O)(C)C)F)OC(F)(F)F